CN(CCC1(C(C=C(C=C1)N)N(C)C)NC)C 1-(2-(dimethylamino)ethyl)-N1,N2,N2-trimethylbenzene-1,2,4-triamine